3-(8-(bis(4-methoxybenzyl)amino)-2-(2-chlorobenzyl)-5-(pyrimidin-4-yl)-[1,2,4]triazolo[1,5-a]pyrazin-6-yl)benzonitrile COC1=CC=C(CN(C=2C=3N(C(=C(N2)C=2C=C(C#N)C=CC2)C2=NC=NC=C2)N=C(N3)CC3=C(C=CC=C3)Cl)CC3=CC=C(C=C3)OC)C=C1